NC(CCC(=O)O)CC1=CC(=CC=C1)O 4-amino-5-(3-hydroxyphenyl)pentanoic acid